BrCC(=O)ON1CCCC1 1-(2-Bromoacetoxy)pyrrolidin